NC=1N=C(C2=C(N1)C(N(C2=O)C)CC2=C(C=C(C=C2)F)C(F)(F)F)C=2OC(=CC2)C 2-amino-7-((2-(trifluoromethyl)-4-fluorophenyl)methyl)-4-(5-methylfuran-2-yl)-6-methyl-5H,6H,7H-pyrrolo[3,4-d]pyrimidin-5-one